N1-[2-(Didodecylamino)ethyl]-N1,N4,N4-tri-dodecyl-1,4-piperazinediethylamine methyl-4-(2-chloro-4-fluorophenyl)-6-methyl-2-(5-methyloxazol-4-yl)-1,4-dihydropyrimidine-5-carboxylate COC(=O)C=1C(N=C(NC1C)C=1N=COC1C)C1=C(C=C(C=C1)F)Cl.C(CCCCCCCCCCC)N(CCN(CCN1CCN(CC1)CCN(CCCCCCCCCCCC)CCCCCCCCCCCC)CCCCCCCCCCCC)CCCCCCCCCCCC